C(C)(=O)C1CC(C1)[C@H](C=1C=C(C=CC1)N1C(C2=CC(=CC(=C2C1)C(F)(F)F)CNC1(CCC1)C)=O)C1=NN=CN1C 2-(3-((R)-((1r,3R)-3-acetylcyclobutyl)(4-methyl-4H-1,2,4-triazol-3-yl)methyl)-phenyl)-6-(((1-methylcyclobutyl)amino)methyl)-4-(trifluoromethyl)isoindolin-1-one